OC[C@@H]1[C@H]([C@@H]([C@H](C(O1)O)O)OCCCCCCCCOC1=CC=CC=C1)O (3R,4S,5R,6R)-6-(hydroxymethyl)-4-((8-phenoxyoctyl)oxy)tetrahydro-2H-pyran-2,3,5-triol